2-{6-[(3S,5R)-3,5-dimethylpiperazin-1-yl]pyridazin-3-yl}-5-([1,2,4]triazolo[1,5-a]pyridin-6-yl)pyridin-3-ol dihydrochloride Cl.Cl.C[C@H]1CN(C[C@H](N1)C)C1=CC=C(N=N1)C1=NC=C(C=C1O)C=1C=CC=2N(C1)N=CN2